C1(CC1)NC1=NC=C2C(=N1)N=CN=C2NC=2C=C(C=CC2C)NC(C2=CC(=NC=C2)N(C)C)=O N-(3-((7-(cyclopropylamino)pyrimido[4,5-d]pyrimidin-4-yl)amino)-4-methylphenyl)-2-(dimethylamino)isonicotinamide